C(C)(C)(C)NC(C(=O)C1=C(C(=C(N1C)C)C(=O)NC=1C=NC(=C(C1)C)F)C)=O 5-(2-(tert-butylamino)-2-oxoacetyl)-N-(6-fluoro-5-methylpyridin-3-yl)-1,2,4-trimethyl-1H-pyrrole-3-carboxamide